N[C@H](CO)CN1N=C(N=N1)C1=CC=C(C=C1)OC1=CC=C(C=C1)Cl (S)-2-amino-3-(5-(4-(4-chlorophenoxy)phenyl)-2H-tetrazol-2-yl)propan-1-ol